B(O)(O)O.ClC1=C(C(=O)N([C@H](CC(C)C)C(=O)O)NC(CC2CCCCC2)=O)C=C(C=C1)Cl (R)-N-(2,5-dichlorobenzoyl)-2-cyclohexylacetamido-D-leucine borate